NC1=C(C(=NC(=C1)Br)Cl)N[C@@H](CC(=O)O)C (R)-3-((4-Amino-6-bromo-2-chloropyridin-3-yl)amino)butanoic acid